3-(4-((5-(methylamino)pentyl)thio)-1-oxoisoindolin-2-yl)piperidine-2,6-dione CNCCCCCSC1=C2CN(C(C2=CC=C1)=O)C1C(NC(CC1)=O)=O